NC=1C(=NC(=CC1)C1=CC=CC=C1)NC=1C=CC(=NC1)CN1CCC(CC1)C(C(=O)OC)(C)C methyl 2-(1-((5-((3-amino-6-phenylpyridin-2-yl)amino)pyridin-2-yl)methyl)piperidin-4-yl)-2-methylpropanoate